2-[5-chloro-2-[2-[4-methyl-3-[2-(2-pyridyl)ethylsulfamoyl]anilino]-2-oxo-ethyl]-3-oxo-pyridazin-4-yl]acetic acid ClC1=C(C(N(N=C1)CC(=O)NC1=CC(=C(C=C1)C)S(NCCC1=NC=CC=C1)(=O)=O)=O)CC(=O)O